2-vinyl-4-methyl-(2-vinyloxazoline) C(=C)C1(OCC(=N1)C)C=C